C(C)(C)(C)OC(=O)N1C(C2=CC(=NC=C2CC1)OS(=O)(=O)C(F)(F)F)C 1-methyl-7-(trifluoromethanesulfonyl-oxy)-3,4-dihydro-1H-2,6-naphthyridine-2-carboxylic acid tert-butyl ester